C(C)(C)(C)[Si](C)(C)OC1=CC(=CC=C1)C(OC)=C1[C@@H]2CC3CC(C[C@@H]1C3)(C2)Cl tert-butyl-(3-((Z)-((1R,3S,5S,7S)-5-chloroadamantane-2-ylidene)(methoxy)methyl)phenoxy)dimethylsilane